BrC1=CC=C2C(=C(N(C2=C1)C)C1=C(C=CC2=CC=CC=C12)O)CCCO 1-(6-bromo-3-(3-hydroxypropyl)-1-methyl-1H-indol-2-yl)naphthalen-2-ol